ClC1=C(C=C2CCN(CC2=C1)C(CNC(\C=C\C1=CC=C(C=C1)C(F)(F)F)=O)=O)CC(=O)O 2-[7-chloro-2-[2-[[(E)-3-[4-(trifluoromethyl)phenyl]prop-2-enoyl]amino]acetyl]-3,4-dihydro-1H-isoquinolin-6-yl]acetic acid